O1C(=CC(C2=CC=CC=C12)=O)C(=O)OC(C)C Iso-propyl chromone-2-carboxylate